C1(=CC=CC=C1)C#CC1=C(C=CC=C1)C(C#CC=1SC=CC1)=O 1-(2-(phenylethynyl)phenyl)-3-(thien-2-yl)prop-2-yn-1-one